C1C=C(C2=CC=CC=C12)C(C)=O 1-(1H-inden-3-yl)ethan-1-one